(R)-2-(2-fluoro-4-(pyrrolidin-2-yl)phenyl)-N-(3-(4-fluoropiperidin-1-yl)propyl)imidazo[2',1':2,3]thiazolo[4,5-c]pyridine-7-carboxamide FC1=C(C=CC(=C1)[C@@H]1NCCC1)C=1N=C2SC3=C(C=NC(=C3)C(=O)NCCCN3CCC(CC3)F)N2C1